(3S)-4-(4,4-difluoro-1-piperidyl)-3-(methylamino)-4-oxo-butanoic acid FC1(CCN(CC1)C([C@H](CC(=O)O)NC)=O)F